N=1N(N=C2C1C=CC=C2)C=2C=C(C=C(C2O)C(C)(C)C)CCC(=O)O.OC[C@@H](CC(C)C)NC2=NC(=NC(=N2)CC(C)C2=CC=CC=C2)NS(=O)(=O)C N-(4-(((R)-1-hydroxy-4-methylpent-2-yl)amino)-6-(2-phenylpropyl)-1,3,5-triazin-2-yl)methanesulfonamide β-[3-(2H-benzotriazol-2-yl)-4-hydroxy-5-tert-butylphenyl]propionate